2-hydroxy-1-(3,4-difluorophenyl)ethan-1-one OCC(=O)C1=CC(=C(C=C1)F)F